2,3-diethylphenol C(C)C1=C(C=CC=C1CC)O